(E)-N-(4-fluorobenzyl)-1-(2-(4-isobutoxystyryl)-4,6-dimethoxyphenyl)methylammonium chloride salt [Cl-].FC1=CC=C(C[NH2+]CC2=C(C=C(C=C2OC)OC)\C=C\C2=CC=C(C=C2)OCC(C)C)C=C1